C1(CC1)C(=C(C(=O)NC1=C(C=C(C=C1)[C@@H](C(=O)N(CC(F)(F)F)C)C)F)NC=1C=2N(C=CN1)N=CC2)C2CC2 (S)-3,3-dicyclopropyl-N-(2-fluoro-4-((S)-1-(methyl(2,2,2-trifluoroethyl)amino)-1-oxopropan-2-yl)phenyl)-2-(pyrazolo[1,5-a]pyrazin-4-ylamino)propenamide